ClC1=CC(=C(C=C1)C1(CCC1)NC(=O)C1CNC(CO1)CO)F N-(1-(4-chloro-2-fluorophenyl)cyclobutyl)-5-(hydroxymethyl)morpholine-2-carboxamide